N(=[N+]=[N-])C[C@@H]1N(C[C@H](C1)C1=CC(=C(C=C1)OC(F)F)OCC1CC1)C(C)=O ((2R,4R)-2-(azidomethyl)-4-(3-(cyclopropylmethoxy)-4-(difluoromethoxy)phenyl)pyrrolidin-1-yl)ethanone